BrC=1C2=C(C(N(C1)C1=CC(=CC=C1)C1(CC3(CC3)C1)C1=NN=CN1C)=O)N(C(=C2)C(=O)OCC)COCC[Si](C)(C)C Ethyl 4-bromo-6-{3-[5-(4-methyl-4H-1,2,4-triazol-3-yl)spiro[2.3]hexan-5-yl]phenyl}-7-oxo-1-{[2-(trimethylsilyl)ethoxy]methyl}-6,7-dihydro-1H-pyrrolo[2,3-c]pyridine-2-carboxylate